N=1N(N=CC1)C1=C(C=C(C=N1)NC(=O)C1CC2(CC2)C2=C1C=NC=1N2N=C(C1)Cl)C(F)(F)F N-(6-(2H-1,2,3-triazol-2-yl)-5-(trifluoromethyl)pyridin-3-yl)-2-chloro-6,7-dihydrospiro[cyclopenta[e]pyrazolo[1,5-a]pyrimidine-8,1'-cyclopropane]-6-carboxamide